N,N-Dimethylamino phosphordiamidate P(ON(C)C)(=O)(N)N